7-(N'-hydroxycarbamimidoyl)imidazo[1,2-a]pyridine-2-carboxylic acid ON=C(N)C1=CC=2N(C=C1)C=C(N2)C(=O)O